5-(pyridin-3-yl)thiophene-2-carboxylic acid ethyl ester C(C)OC(=O)C=1SC(=CC1)C=1C=NC=CC1